C(CCCC)[Si](OCC)(OCC)OCC n-Pentyltriethoxysilan